(6-chloro-1-(3,3-difluorocyclobutyl)-1H-pyrrolo[2,3-b]pyridin-4-yl)methanol ClC1=CC(=C2C(=N1)N(C=C2)C2CC(C2)(F)F)CO